N2-(6-methoxy-1,2,3,4-tetrahydroisoquinolin-7-yl)-N4-(morpholin-2-ylmethyl)-5-(trifluoromethyl)pyrimidine-2,4-diamine COC=1C=C2CCNCC2=CC1NC1=NC=C(C(=N1)NCC1CNCCO1)C(F)(F)F